7-(2-(1H-pyrazol-4-yl)morpholino)-5-(4-chloro-2-fluorophenyl)-2,3-dimethylpyrido[4,3-d]pyrimidin-4(3H)-one N1N=CC(=C1)C1OCCN(C1)C1=CC=2N=C(N(C(C2C(=N1)C1=C(C=C(C=C1)Cl)F)=O)C)C